phenyl-pinacol C1(=CC=CC=C1)CC(O)(C)C(C)(C)O